NC1=NC2=C(C=3N1N=C(N3)C3=NC=CC=C3)C(=C(N2CCN2CCN(CC2)C=2C(=CC3=C(C(=NO3)C)C2)F)C(=O)O)C 5-amino-7-(2-(4-(6-fluoro-3-methylbenzo[d]isoxazol-5-yl)piperazin-1-yl)ethyl)-9-methyl-2-(pyridin-2-yl)-7H-pyrrolo[3,2-e][1,2,4]triazolo[1,5-c]pyrimidine-8-carboxylic acid